4-azido-1-(oxan-2-yl)-1H-indazole N(=[N+]=[N-])C1=C2C=NN(C2=CC=C1)C1OCCCC1